NC1=C(C=C(C=C1)C1=CC=C(C=C1)F)NC(C1=CC=C(C=C1)S(=O)(=N)C1=CC=C(C=C1)F)=O N-[2-amino-5-(4-fluorophenyl)phenyl]-4-[(4-fluorophenyl)sulfonimidoyl]benzamide